O=C1NC(CC[C@@H]1N1CCOC2=C1C=CC=C2N2CCN(CC2)C(=O)OC(C)(C)C)=O tert-butyl 4-[4-[(3S)-2,6-dioxo-3-piperidyl]-2,3-dihydro-1,4-benzoxazin-8-yl]piperazine-1-carboxylate